OC[C@H](C1=CC=CC=C1)NC1=CC(=NC=C1C1=NC=NO1)NC1=CC=C2C(=N1)N(N(C2=O)COC)C(C)C (S)-6-((4-((2-hydroxy-1-phenylethyl)amino)-5-(1,2,4-oxadiazol-5-yl)pyridin-2-yl)amino)-1-isopropyl-2-(methoxymethyl)-1,2-dihydro-3H-pyrazolo[3,4-b]pyridin-3-one